FC(C(C(=C(Cl)F)F)(F)F)F hexafluorochlorobutene